C(C)(C)(C)OC(=O)N1[C@H](CCC1)CC(=O)O (R)-2-(1-(t-butoxycarbonyl)pyrrolidin-2-yl)acetic acid